methyl 2-(2-chloro-4-((2-(4-(5-chloropyrimidin-2-yl)piperidin-1-yl)-5,5-dioxo-7,8-dihydro-6H-thiopyrano[3,2-d]pyrimidin-4-yl)amino)phenyl)acetate ClC1=C(C=CC(=C1)NC=1C2=C(N=C(N1)N1CCC(CC1)C1=NC=C(C=N1)Cl)CCCS2(=O)=O)CC(=O)OC